1-(pyrrolidin-1-ylmethyl)cyclopropylamine dihydrochloride Cl.Cl.N1(CCCC1)CC1(CC1)N